2-(2-chloro-4-(1H-imidazol-1-yl)phenyl)-5-((3aR,6aS)-5-methylhexahydropyrrolo[3,4-c]pyrrol-2(1H)-yl)-1,3,4-thiadiazole ClC1=C(C=CC(=C1)N1C=NC=C1)C=1SC(=NN1)N1C[C@@H]2CN(C[C@@H]2C1)C